(R)-2,6-difluoro-4-((2-fluoro-6-(1-hydroxyethyl)benzyl)amino)-N-(thiazol-4-yl)benzenesulfonamide FC1=C(C(=CC(=C1)NCC1=C(C=CC=C1[C@@H](C)O)F)F)S(=O)(=O)NC=1N=CSC1